7-((E)-3-(1H-tetrazol-5-yl)allyl)-2-amino-9-((2R,3R,5S)-3-hydroxy-5-(hydroxymethyl)tetrahydrofuran-2-yl)-7,9-dihydro-1H-purine-6,8-dione N1N=NN=C1/C=C/CN1C(N(C=2N=C(NC(C12)=O)N)[C@@H]1O[C@@H](C[C@H]1O)CO)=O